(Z)-1-(3-(2-(ethoxymethyl)-5-methylphenyl)-4-oxothiazolidin-2-ylidene)-3-(2-methyl-4-(1-(4-((trifluoromethyl)thio)phenyl)-1H-1,2,4-triazol-3-yl)phenyl)urea C(C)OCC1=C(C=C(C=C1)C)N1/C(/SCC1=O)=N/C(=O)NC1=C(C=C(C=C1)C1=NN(C=N1)C1=CC=C(C=C1)SC(F)(F)F)C